Cl.CN(C1CC(C1)O)C (1s,3s)-3-(dimethylamino)cyclobutan-1-ol HCl salt